3-[(4-fluorophenoxy)methyl]-4-methyl-2-[6-methyl-3-(2H-1,2,3-triazol-2-yl)pyridine-2-carbonyl]-2-azabicyclo[3.1.1]heptane FC1=CC=C(OCC2N(C3CC(C2C)C3)C(=O)C3=NC(=CC=C3N3N=CC=N3)C)C=C1